FCCOC1=CC=C(C=C1)[C@@H](C1CCN(CC1)C(=O)N1C[C@@H]2[C@@H](OCC(N2)=O)CC1)C1=CC=CC=C1 |o1:10| (4aR,8aS)-6-[4-[(S or R)-[4-(2-Fluoroethoxy)phenyl]-phenylmethyl]piperidine-1-carbonyl]-4,4a,5,7,8,8a-hexahydropyrido[4,3-b][1,4]oxazin-3-one